5-chloro-1,2,3,4-tetrahydro-1,6-naphthyridine ClC1=C2CCCNC2=CC=N1